FCCNC1=C(C#N)C=C(C=C1)C1=NC(=NO1)C=1C=C2CCC(NC2=CC1)=O 2-[(2-fluoroethyl)amino]-5-[3-(2-oxo-1,2,3,4-tetrahydroquinolin-6-yl)-1,2,4-oxadiazol-5-yl]benzonitrile